C(C)OC(C/C(=N/O)/N)=O (Z)-3-amino-3-(hydroxyimino)propionic acid ethyl ester